[I-].N1C=C(C2=CC=CC=C12)/C=C/C1=CCN(C=C1)C E-4-(1H-Indol-3-ylvinyl)-N-Methylpyridine iodide